C(C1=CC=CC=C1)OC1=CC(=CC2=C1C=C(O2)C(C)=O)Cl 1-(4-(benzyloxy)-6-chlorobenzofuran-2-yl)ethanone